(R)-4-(4-(4-(1-(pent-3-yl)-1H-pyrazol-4-yl)pyrazolo[1,5-a]pyrazin-6-yl)-1H-pyrazol-1-yl)butane-1,2-diol CCC(CC)N1N=CC(=C1)C=1C=2N(C=C(N1)C=1C=NN(C1)CC[C@H](CO)O)N=CC2